C(C)(C)(C)OC(=O)N1C[C@@H](CC1)NC1=NC=C(C(=N1)C1=CNC2=CC=CC=C12)Cl (R)-3-((5-chloro-4-(1H-indol-3-yl)pyrimidin-2-yl)amino)pyrrolidine-1-carboxylic acid tert-butyl ester